(S)-2-(4-(5-Chloro-6-(2-chloro-3-(6-methoxy-5-((((5-oxopyrrolidin-2-yl)methyl)amino)methyl)pyridin-2-yl)phenyl)pyrimidin-4-yl)-2-methoxybenzyl)-2,6-diazaspiro[3.4]octan-7-one ClC=1C(=NC=NC1C1=C(C(=CC=C1)C1=NC(=C(C=C1)CNC[C@H]1NC(CC1)=O)OC)Cl)C1=CC(=C(CN2CC3(C2)CNC(C3)=O)C=C1)OC